C(C)(C)(C)C1=CC(=NO1)NC(N(C)C)=O 3-(5-tert-butyl-1,2-oxazol-3-yl)-1,1-dimethylurea